benzotriazol-1-ol hydrate O.N1(N=NC2=C1C=CC=C2)O